C(C1=CC=CC=C1)OC(=O)N1CCN(CC1)C(=O)[C@]1(N([C@H](OC1)C(C)(C)C)C(=O)OC(C)(C)C)C tert-butyl (2R,4S)-4-(4-((benzyloxy)carbonyl)piperazine-1-carbonyl)-2-(tert-butyl)-4-methyloxazolidine-3-carboxylate